NC=1SC2=C(N1)C(=CC=C2F)C2=C1C(=NC(=C2C#N)N2CC3(CN(C3)C(C=C)=O)CC2)CC(OC1)(C)C 4-(2-amino-7-fluoro-1,3-benzothiazol-4-yl)-7,7-dimethyl-2-(2-(2-propenoyl)-2,6-diazaspiro[3.4]octan-6-yl)-7,8-dihydro-5H-pyrano[4,3-b]pyridine-3-carbonitrile